C(C)C1=CC=C(OCCN2C(=NC3=C2C=CC=C3)C3=NOC(=C3)C3=CC=C(C=C3)OC)C=C1 3-(1-(2-(4-ethylphenoxy)ethyl)-1H-benzo[d]imidazol-2-yl)-5-(4-methoxyphenyl)isoxazole